C(C#C)N1CCC(CC1)NC(OC(C)(C)C)=O tert-Butyl (1-(prop-2-yn-1-yl)piperidin-4-yl)carbamate